Ethyl 2-[(cyclopentyl-carbamoyl)oxy]-3-(1H-pyrazol-1-yl)propanoate C1(CCCC1)NC(=O)OC(C(=O)OCC)CN1N=CC=C1